5-(2-fluorophenyl)-1-(pyridine-3-sulfonyl)-pyrrole-3-carboxylic acid ethyl ester C(C)OC(=O)C1=CN(C(=C1)C1=C(C=CC=C1)F)S(=O)(=O)C=1C=NC=CC1